C(CC)OC(=O)C=1C=NN(C1F)C 5-fluoro-1-methyl-1H-pyrazole-4-carboxylic acid propyl ester